2,3-bis((((9H-fluoren-9-yl)methoxy)carbonyl)amino)butanoic acid C1=CC=CC=2C3=CC=CC=C3C(C12)COC(=O)NC(C(=O)O)C(C)NC(=O)OCC1C2=CC=CC=C2C=2C=CC=CC12